The molecule is an organic sodium salt that is the disodium salt of cortisol phosphate. It contains a cortisol phosphate(2-). C[C@]12CCC(=O)C=C1CC[C@@H]3[C@@H]2[C@H](C[C@]4([C@H]3CC[C@@]4(C(=O)COP(=O)([O-])[O-])O)C)O.[Na+].[Na+]